2'-chloro-1-((1-(2-(methylsulfonyl)ethyl)-1H-pyrazol-4-yl)methyl)-4',5'-dihydrospiro[piperidine-4,7'-thieno[2,3-c]pyran] ClC1=CC2=C(C3(OCC2)CCN(CC3)CC=3C=NN(C3)CCS(=O)(=O)C)S1